isophthalamide tris(2,2,2-trifluoroacetate) FC(C(=O)O)(F)F.FC(C(=O)O)(F)F.FC(C(=O)O)(F)F.C(C1=CC(C(=O)N)=CC=C1)(=O)N